niobium-scandium-lead [Pb].[Sc].[Nb]